C1(CCC1)CNC1CN(CCC1)C=1C=NC(=NC1)CN1N=NC(=C1)C1=C2C=NNC2=CC(=C1)OC N-(cyclobutylmethyl)-1-(2-((4-(6-methoxy-1H-indazol-4-yl)-1H-1,2,3-triazol-1-yl)methyl)pyrimidin-5-yl)piperidin-3-amine